N-(2-(1-(cyclopropylsulfonyl)-1H-pyrazol-4-yl)pyrimidin-4-yl)-5-isopropyl-8-((2S,3R)-2-methyl-3-((methylsulfonyl)methyl)azetidin-1-yl)isoquinolin-3-amine C1(CC1)S(=O)(=O)N1N=CC(=C1)C1=NC=CC(=N1)NC=1N=CC2=C(C=CC(=C2C1)C(C)C)N1[C@H]([C@@H](C1)CS(=O)(=O)C)C